[1-(dicyclohexylmethyl)-2-[[5-[3,5-dimethyl-1-(2-trimethylsilylethoxymethyl)pyrazol-4-yl]-3-fluoro-2-pyridinyl]amino]-2-oxo-ethyl]-2-ethyl-pyrazole-3-carboxamide C1(CCCCC1)C(C(C(=O)NC1=NC=C(C=C1F)C=1C(=NN(C1C)COCC[Si](C)(C)C)C)C1=C(N(N=C1)CC)C(=O)N)C1CCCCC1